2-(4-fluorophenyl)-6-methylene-2-(trifluoromethyl)-3,6-dihydro-2H-pyran-4-carboxylic acid methyl ester COC(=O)C=1CC(OC(C1)=C)(C(F)(F)F)C1=CC=C(C=C1)F